B(OC([C@@H](N)CS)=O)(OC1=CC=CC=C1)OC1=CC=CC=C1 L-cysteinyl diphenyl borate